FC(C(C(F)(F)F)OC1=C(C(C(C1(F)F)(F)F)(F)F)Cl)(F)F 1-(1,1,1,3,3,3-hexafluoroprop-2-yloxy)-2-chloro-3,3,4,4,5,5-hexafluorocyclopentene